2-AMINO-6-METHYLPYRIDINE-3-BORONIC ACID NC1=NC(=CC=C1B(O)O)C